3-{2-[p-(3-morpholinopropoxy)phenylamino]-4-pyrimidinylamino}-6-quinolinecarbonitrile O1CCN(CC1)CCCOC1=CC=C(C=C1)NC1=NC=CC(=N1)NC=1C=NC2=CC=C(C=C2C1)C#N